O=C1NC(CCC1N1C(C2=CC=C(C=C2C1=O)N1CC(C1)CCOCCOCCOC1CC(C1)OC1=NC=C(C=C1)C=1C=CC=2C3=C(N(C2C1)C)C=CN=C3)=O)=O 2-(2,6-dioxopiperidin-3-yl)-5-(3-(2-(2-(2-((1r,3r)-3-((5-(5-methyl-5H-pyrido[4,3-b]indol-7-yl)pyridin-2-yl)oxy)cyclobutoxy)ethoxy)ethoxy)ethyl)azetidin-1-yl)isoindoline-1,3-dione